FC1=NC(=CC(=C1)B(O)O)F 2,6-difluoropyridine-4-boronic acid